2,9-bis(benzyloxy)-3,10-dimethoxy-5,8,13,13a-tetrahydro-6H-isoquinolino[3,2-a]Isoquinoline-6,6-d2 methyl-(1S,2R,3S,4R)-4-amino-2,3-dihydroxycyclopentane-1-carboxylate hydrochloride Cl.COC(=O)[C@@H]1[C@H]([C@H]([C@@H](C1)N)O)O.C(C1=CC=CC=C1)OC=1C(=CC=2CC(N3C(C2C1)CC=1C=CC(=C(C1C3)OCC3=CC=CC=C3)OC)([2H])[2H])OC